COC(C(NC)C1=CC=C(C=C1)OC)=O 2-(4-methoxyphenyl)-2-(methylamino)acetic acid methyl ester